ClC1=C(C=C(C=C1)F)N=C(N)C1=C(C=2N(N=C1)C=C(C2)C=2C=NN(C2)C)N[C@@H]2CC[C@H](CC2)NC(OC(C)(C)C)=O trans-tert-butyl N-(4-((3-(N'-(2-chloro-5-fluoro-phenyl)carbamimidoyl)-6-(1-methyl-pyrazol-4-yl)pyrrolo[1,2-b]pyridazin-4-yl)amino)cyclohexyl)carbamate